1-methyl-N-(2-methyl-1-(naphthalen-2-yl)propan-2-yl)-1H-pyrrolo[2,3-b]pyridine-5-carboxamide CN1C=CC=2C1=NC=C(C2)C(=O)NC(CC2=CC1=CC=CC=C1C=C2)(C)C